C1(CCCCC1)C1=CC(=NC=2N1N=C(C2)C(=O)O)C2=CC=CC=C2 7-Cyclohexyl-5-phenylpyrazolo[1,5-a]pyrimidine-2-carboxylic acid